2-[4-Chloro-3-[[4-[(3S)-oxolan-3-yl]oxyphenyl]methyl]phenyl]-6-(hydroxymethyl)oxane-3,4,5-triol ClC1=C(C=C(C=C1)C1OC(C(C(C1O)O)O)CO)CC1=CC=C(C=C1)O[C@@H]1COCC1